CC=1C=C(C(=O)NC2COC=3C2=NC=C(C3)C3=NOC(=N3)C)C=CN1 2-methyl-N-(6-(5-methyl-1,2,4-oxadiazol-3-yl)-2,3-dihydrofuro[3,2-b]pyridin-3-yl)isonicotinamide